1-methyl-4-(5-(4,4,5,5-tetramethyl-1,3,2-dioxaborolan-2-yl)benzo[d]thiazol-2-yl)piperidin-2-one CN1C(CC(CC1)C=1SC2=C(N1)C=C(C=C2)B2OC(C(O2)(C)C)(C)C)=O